6-((tert-Butoxycarbonyl)amino)-1-ethyl-3,3-dimethyl-2-oxoindoline-5-carboxylic acid methyl ester COC(=O)C=1C=C2C(C(N(C2=CC1NC(=O)OC(C)(C)C)CC)=O)(C)C